3-(o-tolyl)-1,2,4-thiadiazol-5(4H)-one C1(=C(C=CC=C1)C1=NSC(N1)=O)C